methyl 2-nonynate C(C#CCCCCCC)(=O)OC